OC(COC1=NC2=CC(=CC=C2C=C1)OC)(C)C (2-hydroxy-2-methylpropoxy)-7-methoxyquinolin